(E)-2-(4-(dimethylamino)styryl)-1-methylpyridin-1-ium iodide [I-].CN(C1=CC=C(/C=C/C2=[N+](C=CC=C2)C)C=C1)C